allyl (2R,3S)-3-((N,N-dimethylsulfamoyl)amino)-2-((((1s,4S)-4-(3-hydroxyphenyl)-cyclohexyl)oxy)methyl)piperidine-1-carboxylate CN(S(=O)(=O)N[C@@H]1[C@@H](N(CCC1)C(=O)OCC=C)COC1CCC(CC1)C1=CC(=CC=C1)O)C